(S)-N-(1-(azetidin-1-ylmethyl)cyclopropyl)-2,2-difluoro-1-phenylcyclopropane-1-carboxamide N1(CCC1)CC1(CC1)NC(=O)[C@@]1(C(C1)(F)F)C1=CC=CC=C1